2,3,4,6-tetrafluorobenzoic acid FC1=C(C(=O)O)C(=CC(=C1F)F)F